CC=1OCCC1S 2-methyl-4,5-dihydro-3-furanthiol